ClC(CCC(=O)NN)=C(C1=CC=CC=C1)C1=CC=CC=C1 4-chloro-N'-(diphenylmethylene)butyrylhydrazine